1-[4-[4-[2-fluoro-4-(7-fluoro-1-methyl-benzotriazol-5-yl)oxy-3-methyl-anilino]-7-methoxy-pyrido[3,2-d]pyrimidin-6-yl]piperazin-1-yl]prop-2-en-1-one FC1=C(NC=2C3=C(N=CN2)C=C(C(=N3)N3CCN(CC3)C(C=C)=O)OC)C=CC(=C1C)OC1=CC3=C(N(N=N3)C)C(=C1)F